N-phenyl-3-(pyridine-3-yl)aniline C1(=CC=CC=C1)NC1=CC(=CC=C1)C=1C=NC=CC1